CC=1C(CC(C1C)C)OC(CI)OCCCC iodoacetaldehyde n-butyl 2,3,4-trimethyl-2-cyclopentenyl acetal